N-tert-butyl-2-{methyl[2-(4-{[(3R)-1-methylpyrrolidin-3-yl]oxy}pyridin-2-yl)-5H,6H,7H-cyclopenta[d]pyrimidin-4-yl]amino}acetamide C(C)(C)(C)NC(CN(C=1C2=C(N=C(N1)C1=NC=CC(=C1)O[C@H]1CN(CC1)C)CCC2)C)=O